P(=O)(=O)OC=1C(C(=O)[O-])=CC=CC1 phosphosalicylate